2,2-dimethyl-pentamethylene diisocyanate CC(CN=C=O)(CCCN=C=O)C